N-((1,2,3,5,6,7-hexahydro-s-indacen-4-yl)carbamoyl)-1-isopropyl-1H-1,2,3-triazole-4-sulfonamide C1CCC2=C(C=3CCCC3C=C12)NC(=O)NS(=O)(=O)C=1N=NN(C1)C(C)C